C(C1=CC=CC=C1)OC=1C(=NC(=CC1)C=1C=NN(C1C)CCOC)F 3-(benzyloxy)-2-fluoro-6-(1-(2-methoxyethyl)-5-methyl-1H-pyrazol-4-yl)pyridine